tert-butyl 3-(5-amino-6-methoxypyridin-2-yl)-2,5-dihydropyrrole-1-carboxylate NC=1C=CC(=NC1OC)C=1CN(CC1)C(=O)OC(C)(C)C